phenyl ((5-chloro-1H-indol-2-yl)methyl)carbamate ClC=1C=C2C=C(NC2=CC1)CNC(OC1=CC=CC=C1)=O